N2-(tert-Butoxycarbonyl)-Nω-((2,2,4,6,7-pentamethyl-2,3-dihydrobenzofuran-5-yl)sulfonyl)-L-arginine C(C)(C)(C)OC(=O)N[C@@H](CCCNC(NS(=O)(=O)C=1C(=C(C2=C(CC(O2)(C)C)C1C)C)C)=N)C(=O)O